({4-[(1S)-1-(4-pyridylcarbonylamino)ethyl]phenyl}amino)-N-[(4-chlorophenyl)methyl]carboxamide N1=CC=C(C=C1)C(=O)N[C@@H](C)C1=CC=C(C=C1)NC(=O)NCC1=CC=C(C=C1)Cl